C(C)N(C1=CC=C(C2=NC(N=C21)(C)C)[N+](=O)[O-])CC N,N-diethyl-2,2-dimethyl-7-nitro-2H-benzo[d]imidazol-4-amine